N1(CCCCCC1)CC#CC1=NC=CC(=C1)N1CC2(CN(C2)C2=C(N=NC(=C2)C2=C(C=CC=C2)OCOC)N)C1 4-[6-[2-[3-(azepan-1-yl)prop-1-ynyl]-4-pyridyl]-2,6-diazaspiro[3.3]heptan-2-yl]-6-[2-(methoxymethoxy)phenyl]pyridazin-3-amine